(9H-fluoren-9-yl)methyl N-[(1S)-5-azido-1-({[4-(6-methyl-1,2,4,5-tetrazin-3-yl)phenyl]methyl}carbamoyl)pentyl]carbamate N(=[N+]=[N-])CCCC[C@@H](C(NCC1=CC=C(C=C1)C=1N=NC(=NN1)C)=O)NC(OCC1C2=CC=CC=C2C=2C=CC=CC12)=O